(6aS,7aR)-4-(1,6-dimethyl-1H-indazol-7-yl)-2-(2-(2-propenoyl)-2,6-diazaspiro[3.4]octan-6-yl)-6,6a,7,7a-tetrahydro-5H-cyclopropa[h]quinoline-3-carbonitrile CN1N=CC2=CC=C(C(=C12)C1=C(C(=NC=2[C@H]3[C@@H](CCC12)C3)N3CC1(CN(C1)C(C=C)=O)CC3)C#N)C